BrC1=NN(C2=C1C(=NC=C2C2=CCC(CC2)NC(CF)C)N)C(C)C 3-bromo-7-(4-((1-fluoropropane-2-yl)amino)cyclohex-1-en-1-yl)-1-isopropyl-1H-pyrazolo[4,3-c]pyridin-4-amine